6-((dimethylamino)methyl)-5-(methylsulfonyl)pyridin-2-amine CN(C)CC1=C(C=CC(=N1)N)S(=O)(=O)C